C(C=C)(=O)O.O(C1=CC=CC=C1)C(CO)OCCOCCOCCOCCOCCOCCO 2-Phenoxyheptaethyleneglycol acrylat